C=1(C(=CC=CC1)C(=O)O)C(=O)O.[Ni] nickel benzenedicarboxylic acid